(4-{[2-(4-chlorophenyl)imidazo[1,2-a]pyridine-3-yl]methyl}piperazin-1-yl)(2-fluoro-5-methoxyphenyl)methanone ClC1=CC=C(C=C1)C=1N=C2N(C=CC=C2)C1CN1CCN(CC1)C(=O)C1=C(C=CC(=C1)OC)F